4-bromo-7-chloro-6-fluoro-2,3-dihydroinden-1-one BrC1=C2CCC(C2=C(C(=C1)F)Cl)=O